Copper-Nickel-Chromium [Cr].[Ni].[Cu]